2-[3-(3-chlorophenyl)ureido]-4-trifluoromethoxy-N-(3-hydroxy-propyl)benzamide ClC=1C=C(C=CC1)NC(NC1=C(C(=O)NCCCO)C=CC(=C1)OC(F)(F)F)=O